C(CO)(=O)C(=O)[O-] glycolyl-carboxylate